benzyl 4,6-bis(benzyloxy)-3-((1-butyl-1-hydroxy-6-methoxy-3-oxo-1,3-dihydroisobenzofuran-4-yl)oxy)-2-pentylbenzoate C(C1=CC=CC=C1)OC1=C(C(=C(C(=O)OCC2=CC=CC=C2)C(=C1)OCC1=CC=CC=C1)CCCCC)OC1=C2C(OC(C2=CC(=C1)OC)(O)CCCC)=O